ClC1=C(C=2N=C(N=C3C2C(=N1)OCCN3C(C)C=3N=NC=CC3)SC)F 5-chloro-4-fluoro-2-(methylthio)-10-(1-(pyridazin-3-yl)ethyl)-9,10-dihydro-8H-7-oxa-1,3,6,10-tetraazacyclohepta[de]naphthalene